2-fluoro-N-[(5-{4-[(1-methylpiperidin-4-yl)amino]-1-(2,2,2-trifluoroethyl)-1H-indol-2-yl}-1,3,4-thiadiazol-2-yl)methyl]benzamide FC1=C(C(=O)NCC=2SC(=NN2)C=2N(C3=CC=CC(=C3C2)NC2CCN(CC2)C)CC(F)(F)F)C=CC=C1